BrC1=C(C=NC=C1)[C@@H](CCC=C)N[S@@](=O)C(C)(C)C (S)-N-((R)-1-(4-bromopyridin-3-yl)pent-4-en-1-yl)-2-methylpropan-2-sulfinamide